OC=1C=C(C=CC1O)C=1OC2=CC(=CC(=C2C(C1CO)=O)CO)CO 2-(3,4-dihydroxyphenyl)-3,5,7-trimethylolchromen-4-one